2-amino-1-phenylethanone hydrochloride Cl.NCC(=O)C1=CC=CC=C1